FC1=C(C=C(C(=C1)C)C=1C=NC(=C(C1)N1CCOCC1)OCCO)NC(=O)N1C[C@H](CC1)C(F)(F)F (3S)-N-[2-fluoro-5-[6-(2-hydroxyethoxy)-5-(morpholin-4-yl)pyridin-3-yl]-4-methylphenyl]-3-(trifluoromethyl)pyrrolidine-1-carboxamide